neoflavanone O1C(CC(C2=CC=CC=C12)C1=CC=CC=C1)=O